C(CCCCCCC\C=C/CCCCCCCC)(=O)OCCNCCC(=O)O 3-((2-(oleoyloxy)ethyl)amino)propionic acid